tert-butyl (4S)-4-[(3Z)-3-[(S)-tert-butylsulfinyl]iminopropyl]-2,2-dimethyl-pyrrolidine-1-carboxylate C(C)(C)(C)[S@](=O)\N=C/CC[C@H]1CC(N(C1)C(=O)OC(C)(C)C)(C)C